C(CCCCCCCCCCCCCCCCC)(=O)OC[C@H]1O[C@H]([C@@H]([C@@H]1O)O)N1N=CC(NC1=O)=O ((2R,3S,4R,5R)-5-(3,5-DIOXO-4,5-DIHYDRO-1,2,4-TRIAZIN-2(3H)-YL)-3,4-DIHYDROXYTETRAHYDROFURAN-2-YL)METHYL STEARATE